C(C)(C)(C)N(C(O)=O)C1=NC=CC(=C1Cl)S.ClC1=C(OC2=C(C(=O)N)C=CC=N2)C=CC(=C1)CC(=O)NC1=NC2=C(N1CC1CC1)C=CC(=C2)C(F)(F)F 2-(2-chloro-4-(2-((1-(cyclopropylmethyl)-5-(trifluoromethyl)-1H-benzo[d]imidazol-2-yl)amino)-2-oxoethyl)phenoxy)nicotinamide tert-butyl-(3-chloro-4-mercaptopyridin-2-yl)carbamate